C(C)(C)(C)OC(=O)N1CCC2(CC1)[C@@H](C1=CC=CC=C1C2)N[S@](=O)C(C)(C)C (S)-1-(((R)-tert-butylsulfinyl)amino)-1,3-dihydrospiro[indene-2,4'-piperidine]-1'-carboxylic acid tert-butyl ester